1-((3S,4R)-1-acetyl-3-fluoropiperidin-4-yl)-4-chloro-N-(3-methyl-5-(phenylethynyl)pyridin-2-yl)-1H-pyrazole-3-carboxamide C(C)(=O)N1C[C@@H]([C@@H](CC1)N1N=C(C(=C1)Cl)C(=O)NC1=NC=C(C=C1C)C#CC1=CC=CC=C1)F